CC(C#N)(C)C1=CC(=NC2=C(N=CC=C12)C1=CC=NN1)N1[C@@H](COCC1)C (R)-2-methyl-2-(2-(3-methylmorpholino)-8-(1H-pyrazol-5-yl)-1,7-naphthyridin-4-yl)propionitrile